tert-butyl 4-(2-chloro-2-oxoethyl)benzoate ClC(CC1=CC=C(C(=O)OC(C)(C)C)C=C1)=O